6-amino-8-cyclopentyl-2-[5-(3,3-dimethyl-piperazin-1-yl)-pyridin-2-ylamino]-8H-pyrido[2,3-d]Pyrimidin-7-one NC1=CC2=C(N=C(N=C2)NC2=NC=C(C=C2)N2CC(NCC2)(C)C)N(C1=O)C1CCCC1